CN(C1CCN(CC1)C1=CC(OC2=C1C=CC=C2)=O)C 4-[4-(dimethylamino)piperidin-1-yl]-2H-benzopyran-2-one